C(C1=CC=CC=C1)(C1=CC=CC=C1)N1C2CN(C(C1)CC2)C(=O)C=2C=C1CN(C(C1=C(C2)F)=O)C2C(NC(CC2)=O)=O 3-(5-(5-benzhydryl-2,5-diazabicyclo[2.2.2]octane-2-carbonyl)-7-fluoro-1-oxoisoindolin-2-yl)piperidine-2,6-dione